2-bromophenyl-N'-[((R)-1-(5-trifluoromethyl-2-pyridyl)pyrrolidin-3-yl)]urea BrC1=C(C=CC=C1)NC(=O)N[C@H]1CN(CC1)C1=NC=C(C=C1)C(F)(F)F